C(C)(C)(C)OC(C1=C(C=C(C=C1)NC([C@H](C1=CC=CC=C1)N)=O)Cl)=O (S)-4-(2-amino-2-phenylacetamido)-2-chlorobenzoic acid tert-butyl ester